C(#C)C1=CC(=C(C=N1)C1=C(C2=C(N=CN=C2C)N1C)C1=CC[C@H](CC1)C(=O)N1[C@@H](CCC1)C#N)OC (S)-1-((S)-4-(6-(6-ethynyl-4-methoxypyridin-3-yl)-4,7-dimethyl-7H-pyrrolo[2,3-d]pyrimidin-5-yl)cyclohex-3-ene-1-carbonyl)pyrrolidine-2-carbonitrile